ClC1=C(C(=O)O)C(=CC(=N1)C(F)(F)F)OC 2-chloro-4-methoxy-6-(trifluoromethyl)nicotinic acid